3-(6-fluoro-5-(1-(4-(4-((1S,2R)-6-hydroxy-2-phenyl-1,2,3,4-tetrahydro-naphthalen-1-yl)phenoxy)butyl)piperidin-4-yl)-1-oxoisoindolin-2-yl)piperidine-2,6-dione FC1=C(C=C2CN(C(C2=C1)=O)C1C(NC(CC1)=O)=O)C1CCN(CC1)CCCCOC1=CC=C(C=C1)[C@@H]1[C@@H](CCC2=CC(=CC=C12)O)C1=CC=CC=C1